C(=O)C=1C=C(C=C(C1OC)OC)N(S(=O)(=O)C1=CC=CC=C1)S(=O)(=O)C1=CC=CC=C1 N-(3-formyl-4,5-dimethoxyphenyl)-N-(phenylsulfonyl)benzenesulfonamide